C1(CCC1)N1CCC2=C(CC1)C1=C(O2)C=C(C=C1)OC 3-cyclobutyl-8-methoxy-2,3,4,5-tetrahydro-1H-benzofuro[2,3-d]azepine